ClC1=CC(=C(N)C=C1F)C(=C)C 4-chloro-5-fluoro-2-(prop-1-en-2-yl)aniline